(E)-2-(2-(1-Methyl-1H-indazol-5-yl)vinyl)quinolin-6-ol CN1N=CC2=CC(=CC=C12)/C=C/C1=NC2=CC=C(C=C2C=C1)O